2,2'-dibenzoylaminodiphenyl disulfide C1=CC=C(C=C1)C(=O)NC2=CC=CC=C2SSC3=CC=CC=C3NC(=O)C4=CC=CC=C4